(1-hydroxyethyl)-4-methoxy-2-((2-(trimethylsilyl)ethoxy)methyl)-2H-indazole-7-carboxylic acid methyl ester COC(=O)C1=CC=C(C2=C(N(N=C12)COCC[Si](C)(C)C)C(C)O)OC